ClC=1C(N(N=CC1NCC1COCCC1)C1CCN(CC1)C1=C(C=CC=C1)F)=O 4-chloro-2-[1-(2-fluorophenyl)-4-piperidyl]-5-(tetrahydropyran-3-ylmethylamino)pyridazin-3-one